C[C@@H]1CN(C[C@@H](N1)C)C1=CC(=C(C=N1)C1=CC=C(C=C1)C=1NC(C2=C(N1)N(C=C2)C)=O)C 2-(4-(6-((3R,5S)-3,5-dimethylpiperazin-1-yl)-4-methylpyridin-3-yl)phenyl)-7-methyl-3,7-dihydro-4H-pyrrolo[2,3-d]pyrimidin-4-one